(1S,2S)-2-(3-chlorophenyl)-N-(2-(((6-cyclopropyl-8-(4-methylpiperazin-1-yl)imidazo[1,2-a]pyridin-2-yl)methyl)amino)pyridin-4-yl)cyclopropane-1-carboxamide ClC=1C=C(C=CC1)[C@@H]1[C@H](C1)C(=O)NC1=CC(=NC=C1)NCC=1N=C2N(C=C(C=C2N2CCN(CC2)C)C2CC2)C1